[Al].[Er].ClC1=C(C(=O)NC=2C=NC=C(C2)NO)C=C(C=C1)NC(=O)[C@@H]1C([C@H]1C1=CC(=C(C=C1)Cl)Cl)(Cl)Cl 2-Chloro-5-((1R,3R)-2,2-dichloro-3-(3,4-dichlorophenyl)cyclopropane-1-carboxamido)-N-(5-(hydroxyamino)pyridin-3-yl)benzamide Erbium-Aluminum